C(C(=C)C)(=O)OCCNC1=CC=C(C=C1)C N-(2-methacryloyloxyethyl)-p-toluidine